(1R,5S)-3-(2,7-dichloropyrido[2,3-d]pyrimidin-4-yl)-3,8-diazabicyclo[3.2.1]octane-8-carboxylic acid tert-butyl ester C(C)(C)(C)OC(=O)N1[C@H]2CN(C[C@@H]1CC2)C=2C1=C(N=C(N2)Cl)N=C(C=C1)Cl